5H-pyrazolo[3,4-d]isoxazole O1N=CC=2C1=CNN2